1-(3-(3,6-difluoro-9H-carbazol-9-yl)-2-hydroxypropyl)-3-phenylpyrrolidin-2-one FC=1C=CC=2N(C3=CC=C(C=C3C2C1)F)CC(CN1C(C(CC1)C1=CC=CC=C1)=O)O